N5-(3,4-difluorophenyl)-6-methyl-N3-((R)-1,1,1-trifluoropropan-2-yl)-6,7-dihydro-[1,2,3]triazolo[1,5-a]pyrazine-3,5(4H)-dicarboxamide FC=1C=C(C=CC1F)NC(=O)N1CC=2N(CC1C)N=NC2C(=O)N[C@@H](C(F)(F)F)C